9-ethyl-N-(4-(ethylsulfonyl)benzyl)-6-fluoro-9H-carbazole-3-carboxamide C(C)N1C2=CC=C(C=C2C=2C=C(C=CC12)C(=O)NCC1=CC=C(C=C1)S(=O)(=O)CC)F